(2S,4S)-4-[(6-bromo-2-pyridinyl)amino]pyrrolidine-1,2-dicarboxylic acid O1-tert-butyl O2-methyl ester COC(=O)[C@H]1N(C[C@H](C1)NC1=NC(=CC=C1)Br)C(=O)OC(C)(C)C